3-(hydroxymethyl)cyclobutan OCC1CCC1